N-(4-cinnamamidobutyl)-4-hydroxy-2-methylbutanamide C(C=CC1=CC=CC=C1)(=O)NCCCCNC(C(CCO)C)=O